N[C@H](C(=O)O)C(C)C (S)-2-amino-3-methyl-butanoic acid